[N-]=C=O.[N-]=C=O.CC1=CC=C(C=C1)C 1,4-dimethylbenzene diisocyanate